2-methanesulfonyl-5-oxo-8-(1,3-thiazol-2-yl)-5H,8H-pyrido[2,3-d]pyrimidine-6-carboxylic acid ethyl ester C(C)OC(=O)C=1C(C2=C(N=C(N=C2)S(=O)(=O)C)N(C1)C=1SC=CN1)=O